COC1=C(C=CC(=C1)OC)CNC1=CC=2N(C(N(CC2C=N1)C1=C(C=CC=C1C)F)=O)[C@H]1CC[C@H](CC1)NC(OC(C)(C)C)=O cis-tert-butyl N-[4-[7-[(2,4-dimethoxyphenyl)methylamino]-3-(2-fluoro-6-methyl-phenyl)-2-oxo-4H-pyrido[4,3-d]pyrimidin-1-yl]cyclohexyl]carbamate